BrC=1C=C(C=C(C1)NS(=O)(=O)C)NC(=O)C=1SC=C(C1)C1=NC=CN=C1 N-(3-bromo-5-(methylsulfonamido)phenyl)-4-(pyrazin-2-yl)thiophene-2-carboxamide